titanium(IV) tetra(butoxide) [O-]CCCC.[O-]CCCC.[O-]CCCC.[O-]CCCC.[Ti+4]